(1S,6S,8S,E)-2-(nitromethylene)tricyclo[4.2.1.03,8]nonane [N+](=O)([O-])\C=C/1\[C@@H]2[C@H]3C[C@H](CCC13)C2